5',6-dimethyl-5-oxo-5,6-dihydro-3H-spiro[furo[2,3-c]pyridine-2,3'-pyrrolidine]-1'-carboxylic acid tert-butyl ester C(C)(C)(C)OC(=O)N1CC2(CC1C)CC=1C(=CN(C(C1)=O)C)O2